2-[2-[2-[2-[2,3-bis[8-(1-hexylnonoxy)-8-oxo-octoxy] propoxy] ethoxy]ethoxy] ethoxy]ethyl 1,4-dimethylpiperidine-4-carboxylate CN1CCC(CC1)(C(=O)OCCOCCOCCOCCOCC(COCCCCCCCC(OC(CCCCCCCC)CCCCCC)=O)OCCCCCCCC(=O)OC(CCCCCCCC)CCCCCC)C